C1=CC=CC2=NC=3CC(C=CC3N=C12)=O Phenazin-7-one